C(C)(C)(C)OC(=O)N1CC2=CC(=CC=C2CC1)C(O)C1=CC(=C(C=C1)F)C(F)(F)F 7-[[4-fluoro-3-(trifluoromethyl)phenyl]-hydroxy-methyl]-3,4-dihydro-1H-isoquinoline-2-carboxylic acid tert-butyl ester